C(#N)C=1C(=CC(=NC1)NC(=O)N1CCCC2=CC(=C(N=C12)C=O)CN1C(CN(CC1)C)=O)NC1CCSCC1 N-(5-cyano-4-((tetrahydro-2H-thiopyran-4-yl)amino)pyridin-2-yl)-7-formyl-6-((4-methyl-2-oxopiperazin-1-yl)methyl)-3,4-dihydro-1,8-naphthyridine-1(2H)-carboxamide